(3R)-6-chloro-3-(2-chloro-5-methoxypyridin-4-yl)-3-methylindolin-2-one ClC1=CC=C2[C@](C(NC2=C1)=O)(C)C1=CC(=NC=C1OC)Cl